tetrahydro-1H-pyrazolo[4,3-c]pyridin N1NCC2CN=CC=C21